3,9-Bis[2-[3-(3-tert-butyl-4-hydroxy-5-methylphenyl)propionyloxy]-1,1-dimethylethyl]-2,4,8,10-tetraoxaspiro[5.5]-undecane C(C)(C)(C)C=1C=C(C=C(C1O)C)CCC(=O)OCC(C)(C)C1OCC2(CO1)COC(OC2)C(COC(CCC2=CC(=C(C(=C2)C)O)C(C)(C)C)=O)(C)C